4-[[2-Chloro-6-[4-[4-[(4R)-4-(tert-butoxycarbonylamino)-2-oxo-pyrrolidin-1-yl]phenyl]sulfonylpiperazin-1-yl]-4-pyridyl]-difluoro-methyl]norbornane-1-carboxylic acid ClC1=NC(=CC(=C1)C(C12CCC(CC1)(C2)C(=O)O)(F)F)N2CCN(CC2)S(=O)(=O)C2=CC=C(C=C2)N2C(C[C@H](C2)NC(=O)OC(C)(C)C)=O